2-((1S,3s)-3-(3-(6-(1-methyl-1H-pyrazol-4-yl)pyrrolo[1,2-b]pyridazin-4-yl)-3,8-diazabicyclo[3.2.1]oct-8-yl)cyclobutyl)acetonitrile CN1N=CC(=C1)C=1C=C2N(N=CC=C2N2C[C@@H]3CCC(C2)N3C3CC(C3)CC#N)C1